FC1=C(C(=CC=C1)C)C1=CCC(CC1)CC(=O)OCC ethyl 2-[4-(2-fluoro-6-methylphenyl)cyclohex-3-en-1-yl]acetate